C(C=C)(=O)OCCCCCCCCCCCCOC1=CC=C2C=C(N(C2=C1)C)C1=CC=CC=C1 12-(1-methyl-2-phenylindol-6-yloxy)-dodecyl acrylate